C(C1=CC=CC=C1)N1CC2(C(C2C1)C1=C(C=CC=C1)C)C 3-benzyl-1-methyl-6-(o-tolyl)-3-azabicyclo[3.1.0]hexane